N-(3-(4-methylpiperazin-1-yl)phenyl)-3-(4-((1-methylpiperidin-4-yl)oxy)quinazolin-6-yl)-1H-pyrrolo[2,3-b]pyridin-6-amine CN1CCN(CC1)C=1C=C(C=CC1)NC1=CC=C2C(=N1)NC=C2C=2C=C1C(=NC=NC1=CC2)OC2CCN(CC2)C